[Si](C)(C)(C(C)(C)C)O[C@@H]1C[C@H](N(C1)C([C@H](C(C)(C)C)O)=O)C(=O)NCC1=CC=C(C=C1)C#C (2S,4R)-4-[tert-butyl(dimethyl)silyl]oxy-N-[(4-ethynylphenyl)methyl]-1-[(2S)-2-hydroxy-3,3-dimethyl-butanoyl]pyrrolidine-2-carboxamide